C1(CCCC1)CS(=O)(=O)N1CCC(CC1)NC(OC(C)(C)C)=O Tert-butyl (1-((cyclopentylmethyl)sulfonyl)piperidin-4-yl)carbamate